(4-((4-Fluoro-2-hydroxyphenyl)amino)-6-(phenylcarbamoyl)pyridin-2-yl)carbamic acid tert-butyl ester C(C)(C)(C)OC(NC1=NC(=CC(=C1)NC1=C(C=C(C=C1)F)O)C(NC1=CC=CC=C1)=O)=O